tert-Butyl(4-(4-(hydroxymethyl)phenyl)butyl)carbamate C(C)(C)(C)OC(NCCCCC1=CC=C(C=C1)CO)=O